1-chloro-1λ3-benzo[d][1,2]iodaoxol-3(1H)-one ClI1OC(C2=C1C=CC=C2)=O